[Cr].[Mg].[Al] aluminum-magnesium chromium